ClC1=CC(=C(C(=O)C2CCNCC2)C=C1Cl)OC 4-(4,5-dichloro-2-methoxybenzoyl)piperidine